N,N-dimethyl-6-{[5-methyl-3-(6-methylpyridin-3-yl)-1,2-oxazol-4-yl]methoxy}-1,2,3,4-tetrahydro-2,7-naphthyridine-2-carboxamide CN(C(=O)N1CC2=CN=C(C=C2CC1)OCC=1C(=NOC1C)C=1C=NC(=CC1)C)C